NC=1C2=C(N=CN1)N(C=C2C2=CC=C(C1=C2CC(O1)(C)C)NC(=O)NC1=CC(=C(C=C1)OC1CCN(CC1)C)C(F)(F)F)C1CC1 1-(4-(4-amino-7-cyclopropyl-7H-pyrrolo[2,3-d]pyrimidin-5-yl)-2,2-dimethyl-2,3-dihydrobenzofuran-7-yl)-3-(4-((1-methylpiperidin-4-yl)oxy)-3-(trifluoromethyl)phenyl)urea